FC1=C(C=CC=C1F)[C@@H](CC1=NC(=NC(=N1)N[C@@H](CO)CC(C)C)NS(=O)(=O)C)C N-(4-((R)-2-(2,3-Difluorophenyl)propyl)-6-(((R)-1-hydroxy-4-methylpentan-2-yl)amino)-1,3,5-triazin-2-yl)methanesulfonamide